4,6-diamino-1,3,5-triazin-2-ylguanidine NC1=NC(=NC(=N1)N)NC(=N)N